C(C1=CC=CC=C1)OCCC1(SCCS1)CCO 2-(2-(2-(benzyloxy)ethyl)-1,3-dithiolan-2-yl)ethan-1-ol